8-(2,6-dimethylpyridin-4-yl)-2-methyl-7-phenylimidazo[1,2-c]pyrimidin-5-amine CC1=NC(=CC(=C1)C=1C=2N(C(=NC1C1=CC=CC=C1)N)C=C(N2)C)C